C(C1=CC=CC=C1)OC1=CC=C2C(=N1)C=CN2 5-(benzyloxy)-1H-pyrrolo[3,2-b]pyridine